4-chloro-1-(1-(3-(5-methoxypyridin-3-yl)isoxazol-5-yl)ethyl)pyridin-2(1H)-one ClC1=CC(N(C=C1)C(C)C1=CC(=NO1)C=1C=NC=C(C1)OC)=O